5-Chloro-9-oxo-9H-xanthene ClC1=C2OC=3C=CC=CC3C(C2=CC=C1)=O